CC=1C=C2C(=CC(=NC2=C(C1)C(C)NC1=C(C(=O)OC)C=CC=C1)N1CCCCC1)N1CCOCC1 methyl 2-((1-(6-methyl-4-morpholino-2-(piperidin-1-yl)quinolin-8-yl)ethyl)amino)benzoate